4,4,4-trifluoro-3-(3-methoxy-[1,1'-biphenyl]-4-yl)butan-1-ol FC(C(CCO)C1=C(C=C(C=C1)C1=CC=CC=C1)OC)(F)F